(R or S)-5-amino-2-(1-(1-methyl-1H-pyrazol-4-yl)piperidin-3-yl)-[1,2,4]triazolo[1,5-c]quinazolin-7-ol NC1=NC2=C(C=CC=C2C=2N1N=C(N2)[C@H]2CN(CCC2)C=2C=NN(C2)C)O |o1:14|